N[C@H]1C[C@@](NC1)(C(=O)O)CCCCB(O)O (2R,4S)-4-amino-2-(4-dihydroxyboryl-butyl)pyrrolidine-2-carboxylic acid